NC=1NC(C=2N=CN(C2N1)[C@H]1[C@@H]([C@@H]([C@H](O1)CNC(CCC)=O)O)O)=O N-[[(2R,3S,4R,5R)-5-(2-amino-6-oxo-1H-purin-9-yl)-3,4-dihydroxy-tetrahydrofuran-2-yl]methyl]butanamide